4-(4-((1R,5S)-3,8-diazabicyclo[3.2.1]octan-3-yl)-6-chloro-2-(((S)-1-methylpyrrolidin-2-yl)methoxy)-8-(2,2,2-trifluoroethoxy)quinazolin-7-yl)naphthalen-2-ol [C@H]12CN(C[C@H](CC1)N2)C2=NC(=NC1=C(C(=C(C=C21)Cl)C2=CC(=CC1=CC=CC=C21)O)OCC(F)(F)F)OC[C@H]2N(CCC2)C